OC1CC(C1)NC(=O)C=1C=NN2C1N=C(C=C2NC)C2=CN(C1=NC=CC=C12)C(C)C N-((1r,3r)-3-hydroxycyclobutyl)-5-(1-isopropyl-1H-pyrrolo[2,3-b]pyridin-3-yl)-7-(methylamino)pyrazolo[1,5-a]pyrimidine-3-carboxamide